C(CCNCCCN)N 4-azaheptane-1,7-diamine